FC1=C(N=CC2=C1N=C(N=C2N2C[C@H]1CC[C@@H](C2)N1C(=O)[O-])OC[C@H]1N(CCC1)C)C1=CC=CC2=CC=C(C=C12)C (1R,5S)-3-(8-fluoro-7-(7-methylnaphthalen-1-yl)-2-(((S)-1-methylpyrrolidin-2-yl)methoxy)pyrido[4,3-d]pyrimidin-4-yl)-3,8-diazabicyclo[3.2.1]octane-8-carboxylate